N-[4-fluoro-5-(2-morpholin-4-ylpyrimidin-5-yl)-2-[rac-(3R)-3-[2-methoxyethyl(methyl)amino]pyrrolidin-1-yl]phenyl]-1-methyl-6-oxo-4-(trifluoromethyl)pyridine-3-carboxamide FC1=CC(=C(C=C1C=1C=NC(=NC1)N1CCOCC1)NC(=O)C1=CN(C(C=C1C(F)(F)F)=O)C)N1C[C@@H](CC1)N(C)CCOC |r|